FC=1C=C(C(N)=N)C=CN1 2-fluoroisonicotinimidamide